COC(CCC1=CC(=CC=C1)C1OC1C=O)=O.NC1=NC=2C=CC(=CC2C2=C1N=C(N2C)CCCC)CCCCNC(C2=CC(=C(C(=C2)O)O)O)=O N-(4-(4-amino-2-butyl-1-methyl-1H-imidazo[4,5-c]quinolin-8-yl)butyl)-3,4,5-trihydroxybenzamide methyl-3-(3-(3-formyloxiran-2-yl)phenyl)propanoate